F[P-](F)(F)(F)(F)F.N1(N=NC2=C1C=CC=C2)O[P+](N(C)C)(N(C)C)N(C)C 1H-benzotriazole-1-yloxy-tris(dimethylamino)phosphonium hexafluorophosphate